Cl.FC=1C=C2[C@@H](COC(C2=CC1)C)NC (4S)-6-fluoro-N,1-dimethylisochroman-4-amine hydrochloride